methyl 4-((9aR)-3-((5-methoxy-7-methyl-1-tosyl-1H-indol-4-yl)methyl)-2,5-dioxooctahydro-1H-pyrrolo[1,2-d][1,4]diazepin-4-yl)benzoate COC=1C(=C2C=CN(C2=C(C1)C)S(=O)(=O)C1=CC=C(C)C=C1)CN1C(C(N2[C@@H](CC1=O)CCC2)=O)C2=CC=C(C(=O)OC)C=C2